O=C1[C@H](NCO1)CC(OC=CC)=O (4R)-5-oxo-4-(2-oxo-2-propenoxyethyl)-1,3-oxazolidine